S(=O)(=O)(O)O.NC1(C(C(CCC1)O)=O)C1=CC=C(C=C1)C(F)(F)F 2-amino-6-hydroxy-2-(4-(trifluoromethyl)phenyl)cyclohexan-1-one sulfate